6-bromo-N-(4-((1-(difluoromethyl)-1H-benzo[d]imidazol-5-yl)oxy)-2-fluoro-3-methylphenyl)quinazolin-4-amine BrC=1C=C2C(=NC=NC2=CC1)NC1=C(C(=C(C=C1)OC1=CC2=C(N(C=N2)C(F)F)C=C1)C)F